(S)-5-(1-isopropyl-1H-pyrazol-4-yl)-N-methyl-3-(1-phenylethoxy)-1-((2-(trimethylsilyl)ethoxy)methyl)-1H-pyrrole-2-carboxamide C(C)(C)N1N=CC(=C1)C1=CC(=C(N1COCC[Si](C)(C)C)C(=O)NC)O[C@@H](C)C1=CC=CC=C1